FC1(CNC2=CC(=CC=C2C1C)SC)F 3,3-difluoro-4-methyl-7-(methylsulfanyl)-1,2,3,4-tetrahydroquinoline